O=C1N(N=C(C=C1C(=O)O)C1=CC=C(C=C1)C(F)(F)F)C=1C=NSC1 oxo-2-(1,2-thiazol-4-yl)-6-[4-(trifluoromethyl)phenyl]-2,3-dihydropyridazine-4-carboxylic acid